N-(2-methyl-1-(4-(trifluoromethyl)phenyl)-1H-indol-5-yl)acrylamide CC=1N(C2=CC=C(C=C2C1)NC(C=C)=O)C1=CC=C(C=C1)C(F)(F)F